N[C@@H](C(C)C)C(=O)[O-].[Na+] sodium valine salt